C1(CC1)C1=NOC=C1C1=NOC(=N1)[C@@H]1CC12CCN(CC2)S(=O)(=O)N (1R)-1-[3-(3-Cyclopropylisoxazol-4-yl)-1,2,4-oxadiazol-5-yl]-6-azaspiro[2.5]octan-6-sulfonamid